1,3-di-9-carbazolylbenzene C1=CC=CC=2C3=CC=CC=C3N(C12)C1=CC(=CC=C1)N1C2=CC=CC=C2C=2C=CC=CC12